CC(=O)NC1=C(C(C)=O)C(=O)N(C)C2N=C(C3C=CC(Cl)=CC=3Cl)C(C3C=CC(Cl)=CC=3)=CC1=2 NAPHThYRIDINONE